di(naphthyl)benzochrysene C1(=CC=CC2=CC=CC=C12)C=1C=CC2=C(C3=C4C=CC=CC4=CC=C3C=3C=CC=CC23)C1C1=CC=CC2=CC=CC=C12